ClC1=C(C=CC=C1S)C1CCCC=2N1C(C(=C(N2)O)C(=O)N)=O (2-chloro-3-mercaptophenyl)-2-hydroxy-4-oxo-6,7,8,9-tetrahydro-4H-pyrido[1,2-a]pyrimidine-3-carboxamide